C(C)NC1=CC=C(C(=N1)F)C1=C(C=NN1C1CCOCC1)C(=O)O 5-[6-(Ethylamino)-2-fluoropyridin-3-yl]-1-(oxan-4-yl)pyrazole-4-carboxylic acid